6-(5-(2-hydroxy-1,2-oxaborolan-4-yl)pyridin-3-yl)-2,3-dimethoxybenzonitrile OB1OCC(C1)C=1C=C(C=NC1)C1=CC=C(C(=C1C#N)OC)OC